ethoxypropione Ethyl-acetate C(C)OC(C)=O.C(C)OCCC(CC)=O